C1(CCCC1)NC1=NC(=NC=C1C)NC1=CC2=C(B(OC2)O)C=C1 5-((4-(cyclopentylamino)-5-methylpyrimidin-2-yl)amino)benzo[c][1,2]oxaborol-1(3H)-ol